(Z)-3-Chloro-2,3-bis(4-methoxyphenyl)acrylaldehyde Cl\C(=C(/C=O)\C1=CC=C(C=C1)OC)\C1=CC=C(C=C1)OC